[Cd].O water cadmium